CO[Si](CCCCCCCCC=C(C(=O)O)C)(OC)OC.C(C(=C)C)(=O)CO[Si](OC)(OC)CCCCCCCC methacryloyl-octyl-trimethoxysilane (8-Trimethoxysilyloctyl 2-methylprop-2-enoate)